pyridylcyclooctan-5-one N1=C(C=CC=C1)C1CCCC(CCC1)=O